(((di-t-butylsilanediyl)bis(methylene))bis(oxy))bis(3,3'',5-tri-tert-butyl-5'-methyl-[1,1':3',1''-terphenyl]-2'-ol) C(C)(C)(C)[Si](COC1=C(C=C(C=C1C(C)(C)C)C(C)(C)C)C1=C(C(=CC(=C1)C)C1=CC(=CC=C1)C(C)(C)C)O)(COC1=C(C=C(C=C1C(C)(C)C)C(C)(C)C)C1=C(C(=CC(=C1)C)C1=CC(=CC=C1)C(C)(C)C)O)C(C)(C)C